COC=1C=NC=2C=CC(=C(C2N1)C#N)OC1=CC(=C(C=C1)OCC1=CC=C(C=C1)OC)OC 3-methoxy-6-(3-methoxy-4-((4-methoxybenzyl)oxy)phenoxy)quinoxaline-5-carbonitrile